C(CCCCCCCCC)O[C@@H]1[C@H](O[C@H]([C@@H]1OCCCCCCCCCC)OCCCCCCCCCC)CO ((2R,3R,4R,5R)-3,4,5-tris(decyloxy)tetrahydrofuran-2-yl)methanol